2-(4-Bromo-6-methoxypyrazolo[1,5-a]pyridin-3-yl)propionitrile BrC=1C=2N(C=C(C1)OC)N=CC2C(C#N)C